FC=1C(=CC(=NC1)OC)C1=CC(=NN1)C(=O)N1C2(CC2)C[C@H](CC1)C(=O)NCC1=NC=C(C=N1)N1CC(N(C(C1)C)C(=O)OC(C)(C)C)C tert-butyl 4-[2-([[(7S)-4-[5-(5-fluoro-2-methoxypyridin-4-yl)-1H-pyrazole-3-carbonyl]-4-azaspiro[2.5]octan-7-yl]formamido]methyl)pyrimidin-5-yl]-2,6-dimethylpiperazine-1-carboxylate